ClC1=C(N=NC(=C1)O)O 4-chloro-3,6-dihydroxypyridazine